S(=O)(=O)(ON1[C@@H]2CC[C@H](N(C1=O)C2)C(NC(CN2C=NC=C2)=O)=N)O (2S,5R)-2-(N-(2-(1H-imidazol-1-yl) acetyl) carbamimidoyl)-7-oxo-1,6-diazabicyclo[3.2.1]octan-6-yl hydrogen sulfate